NC1=NNC2=C(C=C(C=C12)C1=CC(=NC=C1)NC(=O)C1CC1)C#CC1CC1 N-(4-(3-Amino-7-(cyclopropylethynyl)-1H-indazol-5-yl)pyridin-2-yl)cyclopropanecarboxamide